ethyl (1S,2S,5R)-5-hydroxy-2-methylcyclohexane-1-carboxylate O[C@@H]1CC[C@@H]([C@H](C1)C(=O)OCC)C